ClC=1C=C(C=CC1)[C@@H]([C@H](NC(C)C)C1=CC=C(C=C1)Cl)N1[C@H](CCC1=O)C(=O)OCC (R)-Ethyl 1-((1S,2R)-1-(3-chlorophenyl)-2-(4-chlorophenyl)-2-(isopropylamino)ethyl)-5-oxopyrrolidine-2-carboxylate